BrC1=C(C(=CC2=C1C[C@](O2)(C2=CC=CC=C2)[C@H](CC=C)NS(=O)C(C)(C)C)F)Cl N-((S)-1-((S)-4-bromo-5-chloro-6-fluoro-2-phenyl-2,3-dihydrobenzofuran-2-yl)but-3-en-1-yl)-2-methylpropan-2-sulfinamide